CN1C=NC2=NC=NC2=C1N 1-methyladenine